N-(4-(chlorodifluoromethoxy)phenyl)-1-isopropyl-7-(1H-pyrazol-5-yl)-3-(((tetrahydro-2H-pyran-2-yl)oxy)methyl)indoline-5-carboxamide ClC(OC1=CC=C(C=C1)NC(=O)C=1C=C2C(CN(C2=C(C1)C1=CC=NN1)C(C)C)COC1OCCCC1)(F)F